FC(C1=NN=C(O1)N1C(N(C2=C1C=CC=C2)CC)=O)F 1-[5-(difluoromethyl)-1,3,4-oxadiazol-2-yl]-3-ethyl-benzimidazol-2-one